ClC1CN(CC(O1)Cl)C1=NC=NC=N1 (2,6-dichloro-4-morpholinyl)-1,3,5-triazine